FC=1C=C(C=CC1)NN (3-fluorophenyl)hydrazine